dibenzo[b,d]furan-2-ylmethylamine hydrochloride Cl.C1=C(C=CC=2OC3=C(C21)C=CC=C3)CN